2,4-bis(2-hydroxy-4-propyl-oxyphenyl)-6-(2,4-dimethylphenyl)-1,3,5-triazine OC1=C(C=CC(=C1)OCCC)C1=NC(=NC(=N1)C1=C(C=C(C=C1)OCCC)O)C1=C(C=C(C=C1)C)C